1-((3,3-Difluorocyclopentyl)methyl)-3-(difluoromethoxy)-N-(2-(S-methylsulfonimidoyl)pyridin-4-yl)-4-(trifluoromethyl)-1H-pyrazole-5-carboxamide FC1(CC(CC1)CN1N=C(C(=C1C(=O)NC1=CC(=NC=C1)S(=O)(=N)C)C(F)(F)F)OC(F)F)F